FC=1C=C(OCCCCCCC2=CC=C(C=C2)NC(=O)N2CCN(CC2)C(=O)OC(C)(C)C)C=CC1 tert-butyl 4-((4-(6-(3-fluorophenoxy)hexyl)phenyl)carbamoyl)piperazine-1-carboxylate